β-(3,5-di-tert-butyl-4-hydroxyphenyl)-propionate C(C)(C)(C)C=1C=C(C=C(C1O)C(C)(C)C)CCC(=O)[O-]